α,α'-bis(2-methyl-4-aminophenyl)-1,3-diisopropylbenzene CC1=C(C=CC(=C1)N)C(C)(C)C1=CC(=CC=C1)C(C)(C)C1=C(C=C(C=C1)N)C